2,6-bis[4-(R)-isopropyl-2-oxazolyl]-4-nitropyridine C(C)(C)C=1N=C(OC1)C1=NC(=CC(=C1)[N+](=O)[O-])C=1OC=C(N1)C(C)C